Cl.Cl.Cl.ClC1=C(C=CC=C1)[C@@]1([C@@H](CCCC1)NCCCN1CCCC1)NC Trans-(1S,2R)-1-(2-chlorophenyl)-N1-methyl-N2-[3-(pyrrolidin-1-yl)propyl]-cyclohexane-1,2-diamine trihydrochloride